4-([1,1'-biphenyl]-4-ylmethoxy)thiophene-2-carboxylic acid C1(=CC=C(C=C1)COC=1C=C(SC1)C(=O)O)C1=CC=CC=C1